C(=O)(O)C(CCCCCC1=C(C=CC=C1)CCCCCC1CC1)(C)C 1-(5-(2-(6-carboxy-6-methylheptyl)phenyl)pentyl)cyclopropane